(S)-6-((1-(2-chlorophenyl)ethyl)amino)-3-isopropylpyrimidine-2,4(1h,3h)-dione ClC1=C(C=CC=C1)[C@H](C)NC1=CC(N(C(N1)=O)C(C)C)=O